6-chloro-3-isopropyl-N-phenyl-[1,2,4]triazolo[4,3-b]pyridazin-8-amine ClC=1C=C(C=2N(N1)C(=NN2)C(C)C)NC2=CC=CC=C2